1-butylpyrrolidinium C(CCC)[NH+]1CCCC1